azido-2'-deoxyadenosine-5'-triphosphate P(O)(=O)(OP(=O)(O)OP(=O)(O)O)OC[C@@H]1[C@H](C[C@@](O1)(N1C=NC=2C(N)=NC=NC12)N=[N+]=[N-])O